2-(isoindolin-2-ylmethyl)-5-(3-(1-(methylsulfonyl)piperidin-4-yl)propoxy)-4H-pyran-4-one C1N(CC2=CC=CC=C12)CC=1OC=C(C(C1)=O)OCCCC1CCN(CC1)S(=O)(=O)C